C(#N)C1=NN(C(=C1)C(=O)O)CC 3-cyano-1-ethyl-1H-pyrazole-5-carboxylic acid